FC(C(=O)C=1NC=CN1)(F)F (Trifluoroacetyl)imidazole